N-(4-bromobenzyl)prop-2-yn-1-amine BrC1=CC=C(CNCC#C)C=C1